ClC=1C=CC2=C(N(CC(O2)C(=O)NC23CC(C2)(C3)NC(COC3=CC(=C(C=C3)Cl)F)=O)C(COC)=O)C1 6-chloro-N-{3-[2-(4-chloro-3-fluorophenoxy)acetamido]bicyclo[1.1.1]pentan-1-yl}-4-(methoxyacetyl)-3,4-dihydro-2H-1,4-benzoxazine-2-carboxamide